N-(4'-FORMYL[1,1-BIPHENYL]-3-YL)ACETAMIDE C(=O)C1=CC=C(C=C1)C1=CC(=CC=C1)NC(C)=O